6-(3,3-dimethylindolin-1-yl)pyridin-3-amine CC1(CN(C2=CC=CC=C12)C1=CC=C(C=N1)N)C